CC1CC(CC2C1O2)CC2CC1C(CC2C)O1 4-epoxy-6-methylcyclohexylmethyl-(3,4-epoxy-6-methylcyclohexane)